FC=1C=C(C=NC1)[C@@H]1N(CCC1)C1=NC=2N(C=C1)N=CC2C(=O)NC2CCOCC2 (R)-5-(2-(5-fluoropyridin-3-yl)pyrrolidin-1-yl)-N-(tetrahydro-2H-pyran-4-yl)pyrazolo[1,5-a]pyrimidine-3-carboxamide